SC1CCC(CC1)C(=O)O 4-(sulfanyl)cyclohexane-1-carboxylic acid